((2-amino-5-chloropyridin-4-yl)thio)-3-methylpyrimidin-4(3H)-one NC1=NC=C(C(=C1)SC1=NC=CC(N1C)=O)Cl